6-(3-(1-((tert-butyldimethylsilyl)oxy)cyclopropyl)phenyl)-N2-isopropyl-N4-(2-(trifluoromethyl)pyridin-4-yl)-1,3,5-triazine-2,4-diamine [Si](C)(C)(C(C)(C)C)OC1(CC1)C=1C=C(C=CC1)C1=NC(=NC(=N1)NC(C)C)NC1=CC(=NC=C1)C(F)(F)F